(2S)-2-amino-3-[(azetidin-3-yl)carbamoyl]propanoic acid N[C@H](C(=O)O)CC(NC1CNC1)=O